C(#N)C1=CC=C(C=N1)OC1=CC=C(C=C1)C(CC)(CC)C1=CC=C(OC2CC(C2)NC(OC(C)(C)C)=O)C=C1 tert-butyl ((1s,3s)-3-(4-(3-(4-((6-cyanopyridin-3-yl)oxy)phenyl)pentan-3-yl) phenoxy)cyclobutyl)carbamate